tert-butyl (S)-4-(7-(6-(bis(4-methoxybenzyl)amino)-4-methyl-3-(trifluoromethyl)pyridin-2-yl)-2,6,8-trifluoroquinazolin-4-yl)-3-methylpiperazine-1-carboxylate COC1=CC=C(CN(C2=CC(=C(C(=N2)C2=C(C=C3C(=NC(=NC3=C2F)F)N2[C@H](CN(CC2)C(=O)OC(C)(C)C)C)F)C(F)(F)F)C)CC2=CC=C(C=C2)OC)C=C1